(benzyloxy)-6-fluoro-3-(1-[3-(2H-1,2,3-triazol-2-yl)propyl]pyrrolidin-3-yl)-1H-indole C(C1=CC=CC=C1)ON1C=C(C2=CC=C(C=C12)F)C1CN(CC1)CCCN1N=CC=N1